ClC1=C(C=CC=C1)C1CCC12NC(N(C2=O)C2=CN=CC1=CC=CC=C21)=O (2-chlorophenyl)-7-(isoquinolin-4-yl)-5,7-diazaspiro[3.4]octane-6,8-dione